CS(=O)(=NC1=NC(=NC(=C1)N1[C@@H](COCC1)C)C1=C2C(=NC=C1)NC(=N2)C(F)(F)F)C (R)-dimethyl((6-(3-methylmorpholino)-2-(2-(trifluoromethyl)-3H-imidazo[4,5-b]pyridin-7-yl)pyrimidin-4-yl)imino)-λ6-sulfanone